ClC1=CC2=C([C@@]3(OCC2=O)C[C@H](N([C@H](C3)C)C(C(F)(F)F)=O)C#C)S1 (2S,4S,6S)-2'-chloro-2-ethynyl-6-methyl-1-(2,2,2-trifluoroacetyl)spiro[piperidine-4,7'-thieno[2,3-c]pyran]-4'-one